4-Methoxy-phenyl-boronic acid COC1=CC=C(C=C1)B(O)O